ClC1=CC=C(CNC(CC2=CC=CC=C2)=O)C=C1 N-(4-chlorobenzyl)-2-phenyl-acetamide